C1(CCCC1)C(=O)C1=C(C=CC=C1)Cl (2-chlorophenyl) (cyclopentyl) ketone